OC(C(=O)OC(CCCCC)(CC)CC)(C(=O)[O-])C(C1=CC=CC=C1)(OC)OC bis-ethylhexyl hydroxydimethoxybenzylmalonate